NC1=NC=C(C=C1O[C@H](C)C=1C=C(C=CC1)NC(C1=CC=C(C=C1)C)=O)Cl (R)-N-(3-(1-((2-Amino-5-chloropyridin-3-yl)oxy)ethyl)phenyl)-4-methylbenzamid